FC=1C=CC(=C2CNC(C12)=O)C1=CC=NC=C1 7-fluoro-4-(pyridin-4-yl)isoindolin-1-one